5-(3-chlorobenzamido)-N-(1-(3-chlorophenyl)-1H-pyrazol-3-yl)-1,2,3-thiadiazole-4-carboxamide ClC=1C=C(C(=O)NC2=C(N=NS2)C(=O)NC2=NN(C=C2)C2=CC(=CC=C2)Cl)C=CC1